O=C1NC=CC2=C(C=CC=C12)N1N=CC(=C1C(F)(F)F)C(=O)NC=1C=NC(=C(C1)C(F)(F)F)C1OCCC1 1-(1-oxo-1,2-dihydroisoquinolin-5-yl)-N-(6-(tetrahydrofuran-2-yl)-5-(trifluoromethyl)pyridin-3-yl)-5-Trifluoromethyl-1H-pyrazole-4-carboxamide